(R)-N-((S)-1-amino-1-oxo-3-((S)-2-oxopyrrolidin-3-yl)propan-2-yl)-1-(1H-benzo[d]imidazole-2-carbonyl)-3,3-dimethyl-1,3-azasilolidine-5-carboxamide NC([C@H](C[C@H]1C(NCC1)=O)NC(=O)[C@@H]1C[Si](CN1C(=O)C1=NC2=C(N1)C=CC=C2)(C)C)=O